(Z)-N-butyl-N'-cyano-6-[(2R,4S)-4-fluoro-2-[5-fluoro-2-(methylsulfanyl)phenyl]pyrrolidin-1-yl]imidazo[1,2-b]pyridazine-3-carboximidamide C(CCC)N\C(=N/C#N)\C1=CN=C2N1N=C(C=C2)N2[C@H](C[C@@H](C2)F)C2=C(C=CC(=C2)F)SC